(Z)-1-(3-((4,4-bis(nonyloxy)butanoyl)oxy)-2-((((3-(diethylamino)propoxy)carbonyl)oxy)methyl)propyl) 9-(non-2-en-1-yl) nonanedioate C(CCCCCCCC(=O)OCC=CCCCCCC)(=O)OCC(COC(CCC(OCCCCCCCCC)OCCCCCCCCC)=O)COC(=O)OCCCN(CC)CC